COC=1C=C(C[C@@H]2[C@@H]([C@H](OC2)C2=CC(=C(C=C2)OC)OC)COC(C(=CC)C)=O)C=CC1OC 2-methyl-2-butenoic acid-((2S,3R,4R)-4-(3,4-dimethoxybenzyl)-2-(3,4-dimethoxyphenyl)tetrahydrofuran-3-yl)methyl ester